O1CCN(CC1)[C@@H]1CC[C@H](CC1)NC1=NC=NC=2NC3=CC=C(C=C3C21)C=2C=C(C=NC2)O 5-(4-((trans-4-morpholinocyclohexyl)amino)-9H-pyrimido[4,5-b]indol-6-yl)pyridin-3-ol